C(C)(C)(C)OC(CN1CCN(CCN(CCNCC1)CC(=O)OC(C)(C)C)CC(=O)OC(C)(C)C)=O 1,4,7,10-tetraazacyclododecane-1,4,7-triacetic acid tri-tert-butyl ester